FC=1C(=NC=CC1)C1=CN=C(S1)NC1=CC2=C(C=N1)N=CN2CCC2(N(CC(C2)O)C(C=C)=O)C(=O)N [2-[6-[[5-(3-fluoro-2-pyridyl)thiazol-2-yl]amino]imidazo[4,5-c]pyridin-1-yl]ethyl]-4-hydroxy-1-prop-2-enoyl-pyrrolidine-2-carboxamide